Digalloyl Trioleate CCCCCCCC/C=C\CCCCCCCC(=O)OC1=CC(=CC(=C1OC(=O)CCCCCCC/C=C\CCCCCCCC)OC(=O)CCCCCCC/C=C\CCCCCCCC)C(=O)OC2=CC(=CC(=C2O)O)C(=O)O